N-(3-((2-((2-ethyl-4-(4-methylpiperazin-1-yl)phenyl)amino)-5-(trifluoromethyl)pyrimidin-4-yl)amino)propyl)cyclobutanecarboxamide C(C)C1=C(C=CC(=C1)N1CCN(CC1)C)NC1=NC=C(C(=N1)NCCCNC(=O)C1CCC1)C(F)(F)F